C1(CC1)C1=CC=C(C=C1)C12CCC(CC1)(CC2)CN(C(=O)C2CCCCC2)C=2C=C(C=CC2)/C=C/C(=O)OC Methyl (E)-3-(3-(N-((4-(4-cyclopropylphenyl)bicyclo[2.2.2]octan-1-yl)methyl)cyclohexanecarboxamido)phenyl)acrylate